CNC(=O)C1=NN2C(CNCC2)=N1 N-methyl-5,6,7,8-tetrahydro-[1,2,4]triazolo[1,5-a]pyrazine-2-carboxamide